O=C1NC(CCC1N1C(C2=CC=CC(=C2C1=O)NCCCCOC1=CC=C(C=C1)C(C)(C)C1=CC=C(OCC2=NC(=NC=C2)NS(=O)(=O)C)C=C1)=O)=O N-(4-((4-(2-(4-(4-((2-(2,6-dioxopiperidin-3-yl)-1,3-dioxoisoindolin-4-yl)amino)butoxy)phenyl)propan-2-yl)phenoxy)methyl)pyrimidin-2-yl)methanesulfonamide